6-bromo-1-methyl-4-[methyl-[1-(2-pyrimidin-2-yl-1,2,4-triazol-3-yl)ethyl]amino]-8-E-(trifluoromethyl)quinazolin-2-one BrC=1C(=C2C(=NC(N(C2=CC1)C)=O)N(C(C)C=1N(N=CN1)C1=NC=CC=N1)C)C(F)(F)F